Pentamethylcyclopentadienyl-(1,6,6-trimethyl-1,5,6,7-tetrahydro-s-indacenyl)hafnium (IV) CC1=C(C(=C(C1([Hf+2]C1(C=CC2=CC=3CC(CC3C=C12)(C)C)C)C)C)C)C